sodium 2,3-dimethyl-3-pentanol CC(C)C(CC)(O)C.[Na]